FC(C1=NN=C(O1)C1=C(C(=CC=2N(C(NC21)=O)CCF)F)S(=O)(=O)NC2(CC2)CF)F [5-(difluoromethyl)-1,3,4-oxadiazol-2-yl]-6-fluoro-1-(2-fluoroethyl)-N-[1-(fluoromethyl)cyclopropyl]-2-oxobenzimidazole-5-sulfonamide